ethyl 4-[(3R)-3-hydroxy-3-(5-methyl-1,3,4-oxadiazol-2-yl)but-1-ynyl]-2,6-dimethyl-7-oxo-1H-pyrrolo[2,3-c]pyridine-3-carboxylate O[C@@](C#CC=1C2=C(C(N(C1)C)=O)NC(=C2C(=O)OCC)C)(C)C=2OC(=NN2)C